(S)-2-(4-([1,2,4]triazolo[4,3-b]pyridazine-6-carbonyl)-3,3-dimethylpiperazin-1-yl)-N-(5-(2,4-difluorophenoxy)pyrazin-2-yl)propenamide N=1N=CN2N=C(C=CC21)C(=O)N2C(CN(CC2)C(C(=O)NC2=NC=C(N=C2)OC2=C(C=C(C=C2)F)F)=C)(C)C